(13R)-17-fluoro-13-methyl-19-(oxan-2-yl)-8,14-dioxa-10,19,20-triazatetracyclo[13.5.2.12,6.018,21]tricosa-1(20),2(23),3,5,15(22),16,18(21)-heptaen-9-one FC1=CC=2O[C@@H](CCNC(OCC3=CC=CC(C4=NN(C1=C4C2)C2OCCCC2)=C3)=O)C